2-((1-(3-Cyano-4-(4-cyano-3-fluorophenyl)-5-(3-hydroxy-4-methoxyphenyl)pyridin-2-yl)piperidin-4-yl)amino)-N-hydroxypyrimidine-5-carboxamide formate C(=O)O.C(#N)C=1C(=NC=C(C1C1=CC(=C(C=C1)C#N)F)C1=CC(=C(C=C1)OC)O)N1CCC(CC1)NC1=NC=C(C=N1)C(=O)NO